(S)-2-((4-(6-((1-(2-fluoroethyl)-1H-pyrazolo[4,3-b]pyridin-6-yl)methoxy)pyridine-2-yl)piperidin-1-yl)methyl)-1-((oxetan-2-yl)methyl)-1H-benzo[d]imidazole-6-carboxylate FCCN1N=CC2=NC=C(C=C21)COC2=CC=CC(=N2)C2CCN(CC2)CC2=NC1=C(N2C[C@H]2OCC2)C=C(C=C1)C(=O)[O-]